O[C@@H]1[C@H](CCC1)CC1=CC=C(C=C1)C(C(=O)O)C 2-(4-(((1R,2S)-2-hydroxycyclopentyl)methyl)phenyl)propionic acid